tribromoacetic acid BrC(C(=O)O)(Br)Br